[Pd].C(C)(C)(C)P(C(C)(C)C)C(C)(C)C.C(C)(C)(C)P(C(C)(C)C)C(C)(C)C bis(tristert-butylphosphine) palladium